BrC=1C(=NC(=C(N1)C1=C(C(=CC=C1)Cl)Cl)C)N1CCC2(CCC[C@H]2NC(OC(C)(C)C)=O)CC1 (R)-tert-butyl (8-(3-bromo-5-(2,3-dichlorophenyl)-6-methylpyrazin-2-yl)-8-azaspiro[4.5]decan-1-yl)carbamate